methyl (2S,4R)-4-(2-benzyloxyethoxy)-1-[2-(tert-butoxycarbonylamino) acetyl]pyrrolidine-2-carboxylate C(C1=CC=CC=C1)OCCO[C@@H]1C[C@H](N(C1)C(CNC(=O)OC(C)(C)C)=O)C(=O)OC